2-hydroxymethyl-1-phenylallyl butyl carbonate C(OC(C(=C)CO)C1=CC=CC=C1)(OCCCC)=O